Racemic-4-bromo-N-(1-(6,7-difluoro-4-oxo-3,4-dihydrophthalazin-1-yl)ethyl)-N-methylbenzamide BrC1=CC=C(C(=O)N(C)[C@H](C)C2=NNC(C3=CC(=C(C=C23)F)F)=O)C=C1 |r|